n-octyl (2-(hydroxyamino)-2-oxoethyl) phosphonate P(OCCCCCCCC)(OCC(=O)NO)=O